[Li+].C([O-])([O-])=O.[Li+] carbonate lithium salt